C(C)(C)N1C=CC=2C1=NC=C(C2)[N+](=O)[O-] 1-isopropyl-5-nitropyrrolo[2,3-b]pyridine